[Na+].[Na+].[Na+].[Na+].OC(C)(P([O-])(=O)[O-])P([O-])(=O)[O-] hydroxyethane-1,1-diphosphonic acid tetrasodium salt